(2R)-4-aminobutan-2-ol hydrochloride Cl.NCC[C@@H](C)O